BrC/C=C/C(=O)O gamma-bromocrotonic acid